C(C)(C)(C)OC(=O)N1CCC(CC1)C(=O)N1C2CN(CC1C2)C2=NC=C(C=C2)C2=C1C=CC=NC1=CC(=N2)C=2C=NN(C2)C 4-(3-(5-(7-(1-Methyl-1H-pyrazol-4-yl)-1,6-naphthyridin-5-yl)pyridin-2-yl)-3,6-diazabicyclo[3.1.1]heptane-6-carbonyl)piperidine-1-carboxylic acid tert-butyl ester